COC1=NC2=CC=CC=C2C=C1C1=CN=C(N1)[C@H](CCCCCC(CC)=O)NC(=O)C1CCC2(CN(C2)C)CC1 (S)-N-(1-(5-(2-Methoxychinolin-3-yl)-1H-imidazol-2-yl)-7-oxononyl)-2-methyl-2-azaspiro[3.5]nonan-7-carboxamid